ClC1=C(C(=C2N(C1=O)C(CN2CC(C)C)C(=O)O)C2=CC(=CC=C2)C(F)(F)F)CC2=CC=CC1=CC=CC=C21 6-chloro-1-isobutyl-7-(naphthalen-1-ylmethyl)-5-oxo-8-(3-(trifluoromethyl)phenyl)-1,2,3,5-tetrahydroimidazo[1,2-a]pyridine-3-carboxylic acid